ClC1=C(CN2C(=C(C3=CC(=CC=C23)C(=O)OCC=C)C)C)C=C(C=C1)O[C@H](C(=O)OC)C(C)C (S)-allyl 1-(2-chloro-5-((1-methoxy-3-methyl-1-oxobutan-2-yl)oxy)benzyl)-2,3-dimethyl-1H-indole-5-carboxylate